COC1=CC=C(C=C1)[C@H]1C[C@@H](CO1)C1=NOC(=N1)CN1C=NC=2N=CN(C2C1=O)C 1-((3-((3R,5R)-5-(4-methoxyphenyl)tetra-hydrofuran-3-yl)-1,2,4-oxadiazol-5-yl)methyl)-7-methyl-1,7-dihydro-6H-purin-6-one